C(C)(C)(C)OC(=O)N[C@@H](CCSC)C(=O)N[C@@H](CC(C)C)C(=O)OC methyl (tert-butoxycarbonyl)-L-methionyl-L-leucinate